5-bromo-2-chloro-3-methylpyrimidin-4(3H)-one BrC=1C(N(C(=NC1)Cl)C)=O